O1C(=C(C=C1)N)N furanbisamine